NC1=NC(=C2N=CN(C2=N1)[C@H]1C[C@H](C1)COP(=O)(OC1=CC=C(C=C1)Br)N[C@@H](C)C(=O)OC)OCC methyl (((cis-3-(2-amino-6-ethoxy-9H-purin-9-yl) cyclobutyl)methoxy)(4-bromophenoxy) phosphoryl)-L-alaninate